(E)-3-(5-bromo-2-methoxyphenyl)-1-(2,3-dihydro-1,4-benzodioxin-6-yl)prop-2-en-1-one BrC=1C=CC(=C(C1)/C=C/C(=O)C1=CC2=C(OCCO2)C=C1)OC